3-(2-chloropyrimidine-4-yl)-5-fluoro-1H-indole ClC1=NC=CC(=N1)C1=CNC2=CC=C(C=C12)F